(S)-2-[1-[5-chloro-2-[(6-fluoro-2-methyl-3,4-dihydro-1H-isoquinolin-7-yl)amino]pyrimidin-4-yl]-3-methyl-indolin-3-yl]acetic acid methyl ester COC(C[C@@]1(CN(C2=CC=CC=C12)C1=NC(=NC=C1Cl)NC1=C(C=C2CCN(CC2=C1)C)F)C)=O